C(C)OCC1CC(C(C(C1)=O)C(CCCC)=O)=O 5-ethoxymethyl-2-valerylcyclohexane-1,3-dione